BrCC1=C(C(=O)OC)C=C(C=C1)C=1OC(=NN1)C(F)F methyl 2-(bromomethyl)-5-((5-(difluoromethyl)-1,3,4-oxadiazol-2-yl))benzoate